4-nitro-N-((3-(pyrrolidin-1-yl-methyl)oxetan-3-yl)methyl)-2-(trifluoromethyl)aniline [N+](=O)([O-])C1=CC(=C(NCC2(COC2)CN2CCCC2)C=C1)C(F)(F)F